N1(CCNCC1)[C@H](C)C1=CC=C(C=C1)C1=CC=CC=C1 4'-((R)-1-(piperazin-1-yl)ethyl)-[1,1'-biphenyl]